1-(2,2-difluoroethyl)-N-(octahydro-1H-isoindol-5-yl)-1H-pyrazolo[3,4-b]pyrazin-6-amine hydrochloride Cl.FC(CN1N=CC=2C1=NC(=CN2)NC2CC1CNCC1CC2)F